CC1=C(C(=CC=C1)C)C=1NC2=CC=CC=C2C1F 2-(2,6-dimethylphenyl)-3-fluoro-1H-indole